O=C1NC(CCC1C1=CC=C(C=C1)C1CCN(CC1)CC(=O)N1CCC(CC1)N1N=C2C=C(C(=CC2=C1)C(=O)NC=1C=NN2C1N=CC=C2)OC(C)C)=O 2-(1-(2-(4-(4-(2,6-dioxopiperidin-3-yl)phenyl)piperidin-1-yl)acetyl)piperidin-4-yl)-6-isopropoxy-N-(pyrazolo[1,5-a]pyrimidin-3-yl)-2H-indazole-5-carboxamide